FC1=CC=C(C=C1)S(=O)(=O)N1CC(N(CC1)C(=O)C=1SC=CC1)C(=O)NCC1=CC2=CC=CC=C2C=C1 4-[(4-fluorophenyl)sulfonyl]-N-[(naphthalen-2-yl)methyl]-1-(thiophene-2-carbonyl)piperazine-2-carboxamide